(S)-5-methyl-N-(3-(1-((1-(1-methyl-1H-pyrazol-4-yl)-1H-pyrazolo[3,4-c]pyridin-4-yl)amino)ethyl)phenyl)nicotinamide CC=1C=NC=C(C(=O)NC2=CC(=CC=C2)[C@H](C)NC2=C3C(=CN=C2)N(N=C3)C=3C=NN(C3)C)C1